(S)-4-(4-Fluorophenoxy)-N-(8-(3-hydroxy-3-methylbut-1-yn-1-yl)-2-oxo-2,3,4,5-tetrahydro-1H-benzo[b]azepin-3-yl)picolinamid FC1=CC=C(OC2=CC(=NC=C2)C(=O)N[C@H]2CCC3=C(NC2=O)C=C(C=C3)C#CC(C)(C)O)C=C1